N-(4-(pyridin-4-yl)phenyl)-6,7-dihydro-5H-pyrrolo[3,4-d]Pyrimidin-4-amine N1=CC=C(C=C1)C1=CC=C(C=C1)NC=1C2=C(N=CN1)CNC2